tert-Butyl 4-(4-(5-fluoro-3-(2-fluoro-4-(2-hydroxypropan-2-yl)benzamido)-2-methylphenyl)-7-tosyl-7H-pyrrolo[2,3-d]pyrimidin-6-yl)-5,6-dihydropyridine-1(2H)-carboxylate FC=1C=C(C(=C(C1)C=1C2=C(N=CN1)N(C(=C2)C2=CCN(CC2)C(=O)OC(C)(C)C)S(=O)(=O)C2=CC=C(C)C=C2)C)NC(C2=C(C=C(C=C2)C(C)(C)O)F)=O